C(C)(=O)N1CCC(CC1)COC1=CC(=C2C(NC(=NC2=C1)CCC1CCOCC1)=O)F 7-((1-acetylpiperidin-4-yl)methoxy)-5-fluoro-2-(2-(tetrahydro-2H-pyran-4-yl)ethyl)quinazolin-4(3H)-one